8-[(mesitylacetylacetyl) amino]-1,4-dioxaspiro[4.5]decane-8-carboxylate C1(=C(C(=CC(=C1)C)C)CC(=O)CC(=O)NC1(CCC2(OCCO2)CC1)C(=O)[O-])C